N,N'-dipyridyloxyethylenediamine N1=C(C=CC=C1)ONCCNOC1=NC=CC=C1